2-chloro-4-[(3R,5S)-4,4-difluoro-3,5-dimethyl-1-piperidyl]pyrimidine-5-carbonitrile ClC1=NC=C(C(=N1)N1C[C@H](C([C@H](C1)C)(F)F)C)C#N